C(C)(C)(C)N(C(O)=O)CC1=NN(C2=NC=CC(=C21)N2CC(C2)F)C2=CC=C(C=C2)OC(F)(F)F.C(C)(=O)O[C@@H]2[C@H](OC1=CC(=CC(=C1C2=O)O)O)C2=CC(=C(C=C2)OC)O (2r,3r)-3-acetoxy-5,7,3'-trihydroxy-4'-methoxyflavanone tert-butyl-((4-(3-fluoroazetidin-1-yl)-1-(4-(trifluoromethoxy)phenyl)-1H-pyrazolo[3,4-b]pyridin-3-yl)methyl)carbamate